4-[N-(2,2-difluoroethyl)-3-fluoro-5-(3-hydroxy-3-methyl-but-1-ynyl)anilino]-5-fluoro-1H-quinazolin-2-one FC(CN(C1=CC(=CC(=C1)C#CC(C)(C)O)F)C1=NC(NC2=CC=CC(=C12)F)=O)F